tert-Butyl N-[(1R)-2-[(2R,3R)-2-(2-chloro-5-fluoro-3-methyl-phenyl)pyrrolidin-3-yl]oxy-1-methyl-ethyl]carbamate ClC1=C(C=C(C=C1C)F)[C@H]1NCC[C@H]1OC[C@@H](C)NC(OC(C)(C)C)=O